(R)-1-(4-(2-chlorophenyl)piperazin-1-yl)-3-(naphthalen-1-yloxy)propan-2-ol ClC1=C(C=CC=C1)N1CCN(CC1)C[C@H](COC1=CC=CC2=CC=CC=C12)O